(2S)-N-methyl-4-[[4-[[4-[[2-(6-methyl-2-pyridyl)pyrimidin-4-yl]amino]pyrimidin-2-yl]amino]phenyl]methyl]piperazine-2-carboxamide CNC(=O)[C@H]1NCCN(C1)CC1=CC=C(C=C1)NC1=NC=CC(=N1)NC1=NC(=NC=C1)C1=NC(=CC=C1)C